2-Benzyl 1-Tert-Butyl (4R)-4-(Dimethylamino)-2-[4-(4,4,5,5-Tetramethyl-1,3,2-Dioxaborolan-2-yl)Butyl]Pyrrolidine-1,2-Dicarboxylate CN([C@@H]1CC(N(C1)C(=O)OC(C)(C)C)(C(=O)OCC1=CC=CC=C1)CCCCB1OC(C(O1)(C)C)(C)C)C